(3S,4R)-3-fluoro-6-nitrobenzopyran-4-ol FC=1COC2=C(C1O)C=C(C=C2)[N+](=O)[O-]